Cl.N1CC(CC1)OC=1C=CC=2N(C1)C=CN2 6-(Pyrrolidin-3-yloxy)imidazo[1,2-a]pyridine hydrochloride